FC(CC(C#N)C)F 2,2-difluoroethyl-(propionitrile)